copper bis(pentachlorophenol) ClC1=C(C(=C(C(=C1O)Cl)Cl)Cl)Cl.ClC1=C(C(=C(C(=C1O)Cl)Cl)Cl)Cl.[Cu]